6-(3-Fluorophenyl)-1,4-benzoxazinoimidazole-one FC=1C=C(C=CC1)C1=CC2=C(N=C3C(=NC(N3)=O)O2)C=C1